N1C(CC12CCCCC2)N2S(C=1C=CC=C(C(N[C@@H](COC=3C=C(N=C2N3)C3=C(C=CC=C3)C(C)C)CC(C)C)=O)C1)(=O)=O (11R)-1z-(Azaspiro[3.5]nonan-2-yl)-11-isobutyl-6-(2-isopropylphenyl)-2,2-dioxo-9-oxa-2λ6-thia-3,5,12,19-tetrazatricyclo[12.3.1.14,8]nonadeca-1(18),4,6,8(19),14,16-hexaen-13-one